Cl.Cl.C(C)[C@](CSSC[C@@](C(=O)O)(N)CC)(C(=O)O)N diethyl-L-cystine Dihydrochloride